(2r,5s)-5-(5-chloro-1-benzofuran-2-amido)-2-{5-[2-(trifluoromethoxy)ethoxy]-1,3,4-oxadiazol-2-yl}piperidine-1-carboxylic acid tert-butyl ester C(C)(C)(C)OC(=O)N1[C@H](CC[C@@H](C1)NC(=O)C=1OC2=C(C1)C=C(C=C2)Cl)C=2OC(=NN2)OCCOC(F)(F)F